C(CCC)N1C=NC=C1 N-(n-butyl)imidazole